tris(bis(trimethylsilyl)amino)yttrium C[Si](C)(C)N([Si](C)(C)C)[Y](N([Si](C)(C)C)[Si](C)(C)C)N([Si](C)(C)C)[Si](C)(C)C